diallyl 1,4-cyclohexanedicarboxylate Cyclopropyl-((4-chlorophenoxy)(4-nitrophenoxy)phosphoryl)-L-alaninate C1(CC1)N([C@@H](C)C(=O)O)P(=O)(OC1=CC=C(C=C1)[N+](=O)[O-])OC1=CC=C(C=C1)Cl.C1(CCC(CC1)C(=O)OCC=C)C(=O)OCC=C